CC=1C=C(C=CC1C)C=1C=CC=C2C=C(NC12)C(=O)O 7-(3,4-dimethylphenyl)-1H-indole-2-carboxylic acid